tert-Butyl (S)-3-(4-((S)-2-(aminooxy)-3-(benzhydryloxy)-3-oxopropoxy)benzimidamido)pyrrolidine-1-carboxylate NO[C@@H](COC1=CC=C(C(N[C@@H]2CN(CC2)C(=O)OC(C)(C)C)=N)C=C1)C(=O)OC(C1=CC=CC=C1)C1=CC=CC=C1